3-(4-benzoyl-3-hydroxyphenoxy)-2-hydroxypropyl acrylate C(C=C)(=O)OCC(COC1=CC(=C(C=C1)C(C1=CC=CC=C1)=O)O)O